ethyl 4-(3,4-difluorophenyl)-2,4-dioxobutyrate FC=1C=C(C=CC1F)C(CC(C(=O)OCC)=O)=O